(1'R,2'R,4'S)-4-(benzo[d][1,3]dioxol-4-yl)-5'-methyl-2'-(prop-1-en-2-yl)-1',2',3',4'-tetrahydro-[1,1'-biphenyl]-2,4',6-triol O1COC2=C1C=CC=C2C=2C=C(C(=C(C2)O)[C@H]2[C@@H](C[C@@H](C(=C2)C)O)C(=C)C)O